3-[2-(dimethylamino) ethyl]-7-methylindol-4-yl phosphate P(=O)(OC1=C2C(=CNC2=C(C=C1)C)CCN(C)C)([O-])[O-]